COC1=C(OC2CC3CCC(C2)N3)C=CC(=C1)[N+](=O)[O-] 3-(2-methoxy-4-nitrophenoxy)-8-azabicyclo[3.2.1]Octane